N-[2-(2,6-dioxopiperidin-3-yl)-1-oxo-3H-isoindol-5-yl]-6-hydroxy-1H-pyrrolo[2,3-b]pyridine-5-carboxamide O=C1NC(CCC1N1C(C2=CC=C(C=C2C1)NC(=O)C=1C=C2C(=NC1O)NC=C2)=O)=O